ClC=1C=C(C=CC1)C=1N(C(=C(N1)C)C(=O)OCC)O ethyl 2-(3-chlorophenyl)-1-hydroxy-4-methyl-1H-imidazole-5-carboxylate